4-(piperidine-1-yl)benzaldehyde N1(CCCCC1)C1=CC=C(C=O)C=C1